3-(2-cyanoprop-2-yl)-N-(4-methyl-3-(3-methyl-4-oxo-3,4-dihydroquinazolin-6-ylamino)phenyl)benzamide C(#N)C(C)(C)C=1C=C(C(=O)NC2=CC(=C(C=C2)C)NC=2C=C3C(N(C=NC3=CC2)C)=O)C=CC1